OCCN1N=CC(=C1)C1=C2C(=NC=C1)N(N=C2CNC(C=C)=O)C2=CC=C(C=C2)OC(F)(F)F N-[[4-[1-(2-hydroxyethyl)pyrazol-4-yl]-1-[4-(trifluoromethoxy)phenyl]pyrazolo[3,4-b]pyridin-3-yl]methyl]prop-2-enamide